indole-valine methyl ester COC([C@@H](N)C(C)C)=O.N1C=CC2=CC=CC=C12